C(C)(C)(C)C(N(C(O)=O)C)[C@@H]1CC[C@H](CC1)C(=O)N1C(C=2NC3=CC=CC=C3C2CC1)CC.C(C)C(CCCCC1OC1)CC(C)CC 2-(5,7-diethyloctyl)oxirane tert-Butyl-(trans-4-(1-ethyl-2,3,4,9-tetrahydro-1H-pyrido[3,4-b]indole-2-carbonyl)cyclohexyl)methyl(methyl)carbamate